(2-Methoxyquinolin-3-yl)boric acid COC1=NC2=CC=CC=C2C=C1OB(O)O